7-methoxy-1-methyl-1H-1,3-benzodiazole-5-carboxylate COC1=CC(=CC2=C1N(C=N2)C)C(=O)[O-]